N4-cyclopropyl-N2-(1-(2-methoxyethyl)-1H-indazol-4-yl)-5-(trifluoromethyl)pyrimidine-2,4-diamine C1(CC1)NC1=NC(=NC=C1C(F)(F)F)NC1=C2C=NN(C2=CC=C1)CCOC